5-amino-3-(4-ethoxy-8-fluoro-2-phenylquinolin-7-yl)-1-((1s,3s)-3-hydroxy-3-methylcyclobutyl)-1H-pyrazole-4-carboxamide NC1=C(C(=NN1C1CC(C1)(C)O)C1=CC=C2C(=CC(=NC2=C1F)C1=CC=CC=C1)OCC)C(=O)N